(3-aminophenyl) (4-aminophenyl) sulfoxide NC1=CC=C(C=C1)S(=O)C1=CC(=CC=C1)N